AZA-SPIROBIFLUORENE C12(N=CC=C3C4=CC=CC=C4C=C13)C=CC=C1C3=CC=CC=C3C=C12